NC1=C(C=NN1)C(=O)NC1=CC=C(C=C1)OC 5-amino-N-(4-methoxyphenyl)-1H-pyrazole-4-carboxamide